C(CCCCCCCCCCCCCCCCCCCCC)NC behenyl-methylamine